4-(3-((bis(methyl-d3)amino)methyl)-3-methoxypyrrolidin-1-yl)-3-chloro-2,6-difluoro-N-(6-fluoropyridin-2-yl)benzenesulfonamide C([2H])([2H])([2H])N(C([2H])([2H])[2H])CC1(CN(CC1)C1=C(C(=C(C(=C1)F)S(=O)(=O)NC1=NC(=CC=C1)F)F)Cl)OC